N-(5-Methyl-2-(1-methyl-1H-imidazol-2-yl)-6-(1-methyl-1H-pyrazol-3-yl)pyrrolo[2,1-f][1,2,4]triazin-4-yl)-1,3,4-oxadiazol-2-amine hydrochloride salt Cl.CC=1C(=CN2N=C(N=C(C21)NC=2OC=NN2)C=2N(C=CN2)C)C2=NN(C=C2)C